ClC1=NC=NC2=CC(=C(C=C12)OC1CCN(CC1)C(=O)OC(C)(C)C)OCC tert-Butyl 4-((4-chloro-7-ethoxyquinazolin-6-yl)oxy)piperidine-1-carboxylate